O(CCOCCC(=O)O)CCOCCC(=O)O ((oxybis(ethane-2,1-diyl))bis(oxy))dipropionic acid